ClC=1C=CC(=C(C1)C1=NN(C=C1NC(=O)C=1C=NN2C1N=CC=C2)[C@@H]2[C@H](CCCC2)O)OC N-(3-(5-chloro-2-methoxyphenyl)-1-((1S,2S)-2-hydroxycyclohexyl)-1H-pyrazol-4-yl)pyrazolo[1,5-a]pyrimidine-3-carboxamide